3-nitro-N-[2-bromo-4-(1,1,1,3,3,3-hexafluoroprop-2-yl)-6-trifluoromethylphenyl]-2-fluorobenzamide [N+](=O)([O-])C=1C(=C(C(=O)NC2=C(C=C(C=C2C(F)(F)F)C(C(F)(F)F)C(F)(F)F)Br)C=CC1)F